CN1C=NC=2N=CN(C(C12)=O)CC1=NC(=NO1)C1[C@H]2CN(C[C@@H]12)C1=CC(=CC=C1)OC 7-methyl-1-[[3-[(1R,5S,6R)-3-(3-methoxyphenyl)-3-azabicyclo[3.1.0]hex-6-yl]-1,2,4-oxadiazol-5-yl]methyl]purin-6-one